N,N-dibutyl-2-oxo-2-phenylacetamide C(CCC)N(C(C(C1=CC=CC=C1)=O)=O)CCCC